2,2-dimethylbut-3-ynecarbonitrile CC(CC#N)(C#C)C